Cl.ClC1=C(C#N)C=CC(=C1)OC1CCC(CC1)N (2-chloro-4-[[(1r,4r)-4-aminocyclohexyl]oxy]benzonitrile) hydrochloride